3-[3-fluoro-4-[4-(4-piperidyl)-1-piperidyl]anilino]piperidine-2,6-dione HCl Cl.FC=1C=C(NC2C(NC(CC2)=O)=O)C=CC1N1CCC(CC1)C1CCNCC1